C(=O)C1CC(CCC1)C(=O)OCC1=CC=CC=C1 benzyl 3-formylcyclohexanecarboxylate